O[C@@H](CNC(OC(C)(C)C)=O)C1=CC=C(C=C1)[N+](=O)[O-] tert-butyl (R)-(2-hydroxy-2-(4-nitrophenyl)ethyl)carbamate